[Br-].C(CCCCC)[P+](CCCCCCCCCCCCCC)(CCCCCC)CCCCCC trihexyl(tetradecyl)-phosphonium bromide